1-ethylimidazolium C(C)N1C=[NH+]C=C1